5-(Trifluoromethyl)indoline tert-butyl-3-((methyl(6-(trifluoromethyl)pyridin-2-yl)amino)methyl)piperidine-1-carboxylate C(C)(C)(C)OC(=O)N1CC(CCC1)CN(C1=NC(=CC=C1)C(F)(F)F)C.FC(C=1C=C2CCNC2=CC1)(F)F